C(#N)C1=NC2=CC(=CC(=C2N=C1C=1C=NNC1)[C@@H](C)NC1=C(C(=O)O)C=CC=C1)C (R)-2-((1-(2-cyano-7-methyl-3-(1H-pyrazol-4-yl)quinoxalin-5-yl)ethyl)-amino)benzoic acid